N1C=CC=2C1=NC=C(C2)OC2=C(C(=O)NS(=O)(=O)C1=CC(=C(C=C1)NCC1CCNCC1)[N+](=O)[O-])C=CC(=C2)N2CCN(CC2)CC2=C(CC1(CCC1)CC2)C2=CC=C(C=C2)Cl 2-((1H-pyrrolo[2,3-b]pyridin-5-yl)oxy)-4-(4-((6-(4-chloro-phenyl)spiro[3.5]non-6-en-7-yl)methyl)piperazin-1-yl)-N-((3-nitro-4-((piperidin-4-ylmethyl)amino)phenyl)sulfonyl)benzamide